6-{3-acetyl-3-azabicyclo[3.1.0]hex-1-yl}-4-{[(1R)-1-[3-(difluoromethyl)-2-fluorophenyl]ethyl]amino}-8-methyl-7H,8H-pyrido[2,3-d]pyrimidin-7-one C(C)(=O)N1CC2(CC2C1)C1=CC2=C(N=CN=C2N[C@H](C)C2=C(C(=CC=C2)C(F)F)F)N(C1=O)C